NC=1C2=C(N=CN1)NC(=C2)C=2C(=NC(=CC2)Cl)CCCO 3-(3-(4-amino-7H-pyrrolo[2,3-d]pyrimidin-6-yl)-6-chloropyridin-2-yl)propan-1-ol